2-methylpropane-2-yl-6-{[(2R)-2-methyl-1,4-oxazin-4-yl]methyl}-1-oxo-4-(trifluoromethyl)-2,3-dihydro-1H-isoindole-2-carboxylate CC(C)(C)OC(=O)N1C(C2=CC(=CC(=C2C1)C(F)(F)F)CN1C=C(OC=C1)C)=O